3-(tert-butylthio)-2-chloro-aniline C(C)(C)(C)SC=1C(=C(N)C=CC1)Cl